NC1=NC=C(C=N1)C=1N=C(C2=C(N1)C=C(S2)NS(=O)(=O)C=2C=C(C=CC2)/C=C/C(=O)NO)N2CCOCC2 (E)-3-(3-(N-(2-(2-aminopyrimidin-5-yl)-4-morpholinothieno[3,2-d]pyrimidin-6-yl)sulfamoyl)phenyl)-N-hydroxyacrylamide